C(CCCCCCC)(=O)NCCCCCC(=O)O 6-(octanoyl)aminocaproic acid